N-[3-(4-iodoimidazol-1-yl)-1-bicyclo[1.1.1]pentanyl]carbamic acid tert-butyl ester C(C)(C)(C)OC(NC12CC(C1)(C2)N2C=NC(=C2)I)=O